3-(4-Ethylphenyl)-1-(4-hydroxyphenyl)prop-2-en-1-one C(C)C1=CC=C(C=C1)C=CC(=O)C1=CC=C(C=C1)O